3-(2-chloro-4'-(2-oxo-2-(pyrrolidin-1-yl)ethyl)-[1,1'-biphenyl]-3-yl)piperidine-2,6-dione ClC1=C(C=CC=C1C1C(NC(CC1)=O)=O)C1=CC=C(C=C1)CC(N1CCCC1)=O